indium (II) acetate C(C)(=O)[O-].[In+2].C(C)(=O)[O-]